(2S,4r)-1-[(2S)-2-(4-cyclopropyl-triazol-1-yl)-3,3-dimethyl-butyryl]-4-hydroxy-N-[1-methyl-1-(4-methylpyrimidin-2-yl)ethyl]pyrrolidine-2-carboxamide C1(CC1)C=1N=NN(C1)[C@H](C(=O)N1[C@@H](C[C@H](C1)O)C(=O)NC(C)(C1=NC=CC(=N1)C)C)C(C)(C)C